ClC=1C=CC(=C2C=NN(C(C12)=O)C)OC1CC2(CN(C2)CCCC2=CC=3N(C=C2Cl)C=NN3)C1 8-chloro-5-((2-(3-(6-chloro-[1,2,4]triazolo[4,3-a]pyridin-7-yl)propyl)-2-azaspiro[3.3]heptan-6-yl)oxy)-2-methylphthalazin-1(2H)-one